BrC1=CC=C(CN(C2=NC=CC(=N2)C#N)CC(C)(C)C)C=C1 2-((4-bromobenzyl)(neopentyl)amino)pyrimidine-4-carbonitrile